2,2'-bis[bis(4-diethylaminophenyl)phosphino]-1,1'-binaphthyl C(C)N(C1=CC=C(C=C1)P(C1=C(C2=CC=CC=C2C=C1)C1=C(C=CC2=CC=CC=C12)P(C1=CC=C(C=C1)N(CC)CC)C1=CC=C(C=C1)N(CC)CC)C1=CC=C(C=C1)N(CC)CC)CC